C12(CC(C1)C2)C(=O)N2[C@H]([C@H]([C@H](C2)F)NS(=O)(=O)C)CC=2C(=C(C=CC2)C2=CC(=CC=C2)F)F N-{(2S,3R,4S)-1-(bicyclo[1.1.1]pentane-1-carbonyl)-2-[(2,3'-difluoro[1,1'-biphenyl]-3-yl)methyl]-4-fluoropyrrolidin-3-yl}methanesulfonamide